(S)-3-(2-amino-[1,2,4]triazolo[1,5-a]pyridin-7-yl)-N-(2,2-difluoro-3-(4-fluorophenyl)-3-hydroxypropyl)-6-(difluoromethoxy)-2-fluorobenzamide NC1=NN2C(C=C(C=C2)C=2C(=C(C(=O)NCC([C@@H](O)C3=CC=C(C=C3)F)(F)F)C(=CC2)OC(F)F)F)=N1